COC1=CC=C(CNC(=O)NC2CC3(C2)CC(C3)CC=3C=NC(=CC3)C)C=C1 1-(4-methoxybenzyl)-3-(6-((6-methylpyridin-3-yl)methyl)spiro[3.3]heptan-2-yl)urea